ClC=1C=CC=C2C=C(C=C(C12)C1=C(C=C2C(=NC(=NC2=C1F)OC[C@]12CCCN2C[C@@H](C1)F)N1C[C@@H](CCC1)O)F)OCOC (3R)-1-(7-(8-chloro-3-(methoxymethoxy)naphthalen-1-yl)-6,8-difluoro-2-(((2R,7aS)-2-fluorotetrahydro-1H-pyrrolizin-7a(5H)-yl)methoxy)quinazolin-4-yl)piperidin-3-ol